(1R)-1-[2-[(6-methyl-5-piperazin-1-ylpyridin-2-yl)amino]-8-piperidin-1-ylpyridino[3,4-d]pyrimidin-6-yl]ethanol CC1=C(C=CC(=N1)NC=1N=CC2=C(N1)C(=NC(=C2)[C@@H](C)O)N2CCCCC2)N2CCNCC2